1,5-dimethylcycloocta-1,5-diene platinum [Pt].CC1=CCCC(=CCC1)C